5-((5-aminopentyl)oxy)-2-(2,6-dioxopiperidin-3-yl)isoindoline-1,3-dione NCCCCCOC=1C=C2C(N(C(C2=CC1)=O)C1C(NC(CC1)=O)=O)=O